P(=O)(O)(O)OCCOCCCCCCCCCCC(C)C 2-(11-methyl-dodecyl-oxy)ethanol phosphate